C(C)(C)(C)N1N=NC(=C1)[C@H](C=1C=NC=CC1)NC=1C=C2C(=C(C=NC2=C(C1)Cl)C#N)NC=1C=NC(=C(C1)F)F (S)-6-(((1-(tert-butyl)-1H-1,2,3-triazol-4-yl)(pyridin-3-yl)methyl)amino)-8-chloro-4-((5,6-difluoropyridin-3-yl)amino)quinoline-3-carbonitrile